1,3,5-trimethyl-2,4,6-tri-(3,5-di-t-butyl-4-hydroxybenzyl)benzene CC1=C(C(=C(C(=C1CC1=CC(=C(C(=C1)C(C)(C)C)O)C(C)(C)C)C)CC1=CC(=C(C(=C1)C(C)(C)C)O)C(C)(C)C)C)CC1=CC(=C(C(=C1)C(C)(C)C)O)C(C)(C)C